tert-butyl 4-((4-(3-(2,4-dioxotetrahydropyrimidin-1(2H)-yl)-4-methoxybenzoyl) piperazin-1-yl)methyl)benzoate O=C1N(CCC(N1)=O)C=1C=C(C(=O)N2CCN(CC2)CC2=CC=C(C(=O)OC(C)(C)C)C=C2)C=CC1OC